C(C)(C)(C)C12CN(CC(CC1)N2C2=NC=C(C=C2)C#N)C(=O)O.COC2=C1C(C(=C(OC1=CC(=C2O)OC)C2=CC1=C(C(=C2)OC)C1)O)=O 5,7,5'-trimethoxy-3',4'-methylenedioxyl-flavone tert-butyl-8-(5-cyano-2-pyridyl)-3,8-diazabicyclo[3.2.1]octane-3-carboxylate